ClC=1C(=C(C=CC1)NC(=O)CC(=O)O)N(C)C 2-([3-CHLORO-2-(DIMETHYLAMINO)PHENYL]CARBAMOYL)ACETIC ACID